F[C@@H]1[C@]2(CC[C@@](C[C@@H]1N(C=1N=CC(=NC1)C1=C(C=C(C=C1)N1C=NC(=C1)C#N)O)C)(N2)C)C 1-[4-(5-{[(1R,2S,3S,5S)-2-fluoro-1,5-dimethyl-8-azabicyclo[3.2.1]octan-3-yl](methyl)amino}pyrazin-2-yl)-3-hydroxyphenyl]-1H-imidazole-4-carbonitrile